[I].CN1CC=C(C2=CC=CC=C12)C 1,4-dimethylquinoline iodine salt